sulfonyl-bis(1-fluoro-2-nitrobenzene) S(=O)(=O)(C=1C(=C(C=CC1)F)[N+](=O)[O-])C=1C(=C(C=CC1)F)[N+](=O)[O-]